C(C)(C)(C)OC(=O)NNC(C1=C(C=CC=C1F)Cl)=O.BrC=1SC=C(C1)C(OC)OC 2-bromo-4-(dimethoxymethyl)thiophene tert-butyl-2-(2-chloro-6-fluorobenzoyl)hydrazinecarboxylate